(2S,4R)-benzyl 4-((tert-butoxycarbonyl)amino)-2-(((R)-1-methoxy-4-methyl-1-oxopentan-2-yl)(3-oxo-5-phenylpentyl)carbamoyl)pyrrolidine-1-carboxylate C(C)(C)(C)OC(=O)N[C@@H]1C[C@H](N(C1)C(=O)OCC1=CC=CC=C1)C(N(CCC(CCC1=CC=CC=C1)=O)[C@@H](C(=O)OC)CC(C)C)=O